5-(2,6-diazaspiro[3.3]heptan-2-ylmethyl)-2-(trifluoromethyl)oxazole C1N(CC12CNC2)CC2=CN=C(O2)C(F)(F)F